FC(C(=O)O)(F)F.N[C@H](CC(=O)NCC1=CC=CC2=CC=CC=C12)C (S)-3-amino-N-(naphthalen-1-ylmethyl)butanamide 2,2,2-trifluoroacetate